C(C)N(CCO)CC(C)NC1=C(C=CC=C1)[N+](=O)[O-] 2-[ethyl-({2-[(2-nitrophenyl)amino]propyl})amino]ethanol